[Na].C(C=C)OCC=C allyl ether sodium salt